NC=1C=C(C=CC1O)C(C(F)(F)F)(C(F)(F)F)C1=CC(=C(C=C1)O)N 2,2-di-(3-amino-4-hydroxyphenyl)hexafluoropropane